t-butyl-α-(p-toluenesulfonyloxy)acetate C(C)(C)(C)OC(COS(=O)(=O)C1=CC=C(C)C=C1)=O